C(C)(C)(C)N1N=CC(=C1)C1=CC(=NC=C1F)N 4-(1-(tert-Butyl)-1H-pyrazol-4-yl)-5-fluoropyridin-2-amine